[2-(4-tert-butyl-6-methoxy-pyrimidin-5-yl)-5H-pyrrolo[3,2-d]pyrimidin-7-yl]-[4-[1-methyl-4-(trifluoromethyl)imidazol-2-yl]phenyl]methanol C(C)(C)(C)C1=NC=NC(=C1C=1N=CC2=C(N1)C(=CN2)C(O)C2=CC=C(C=C2)C=2N(C=C(N2)C(F)(F)F)C)OC